5-bromo-2-fluoro-7-iodo-2,3-dihydro-[1,4]dioxino[2,3-c]pyridine BrC1=NC(=CC2=C1OCC(O2)F)I